C(C)C1=C(C=C)C=CC(=C1)CC 2,4-diethyl-styrene